FC(C1=CN=C2CCCN(C2=C1)C1=NN(C2=C1C=NC=C2)C2CCOCC2)F 7-(difluoromethyl)-1-(1-(tetrahydro-2H-pyran-4-yl)-1H-pyrazolo[4,3-c]pyridin-3-yl)-1,2,3,4-tetrahydro-1,5-naphthyridine